BrC1=C(C(=C2N(C1=O)C(CS2)C(=O)OC)C2=CC(=CC=C2)C(F)(F)F)CC2=CC=CC1=CC=CC=C21 methyl 6-bromo-7-(naphthalen-1-ylmethyl)-5-oxo-8-(3-(trifluoromethyl)phenyl)-2,3-dihydro-5H-thiazolo[3,2-a]pyridine-3-carboxylate